2-(2,6-dioxopiperidin-3-yl)-5-fluoro-6-(1'-(piperidin-4-ylmethyl)-[4,4'-bipiperidin]-1-yl)isoindoline-1,3-dione O=C1NC(CCC1N1C(C2=CC(=C(C=C2C1=O)F)N1CCC(CC1)C1CCN(CC1)CC1CCNCC1)=O)=O